tert-butyl N-[5-[2-(2,6-dioxo-3-piperidyl)-1,3-dioxo-isoindolin-5-yl]oxypentyl]carbamate O=C1NC(CCC1N1C(C2=CC=C(C=C2C1=O)OCCCCCNC(OC(C)(C)C)=O)=O)=O